[2-chloro-3-(5,5-dimethyl-1,3,2-dioxaborinan-2-yl)phenyl]methanamine ClC1=C(C=CC=C1B1OCC(CO1)(C)C)CN